3,5-dibromo-1-(3-oxocyclobutyl)-1H-pyrazole-4-carbonitrile BrC1=NN(C(=C1C#N)Br)C1CC(C1)=O